C(C)(C)(C)OC(=O)N(CCCC(C(=O)OC)(C)C)CC1=CC=C(C=C1)OC methyl 5-((tert-butoxycarbonyl) (4-methoxybenzyl) amino)-2,2-dimethylpentanoate